C(C)(C)NCCC1=CNC2=CC=CC=C12 N-ISOPROPYLTRYPTAMINE